C(C)(=O)O[C@H]1CC[C@@]2(C=3CC[C@]4([C@](C3CC[C@H]2C1(C)C)(CC[C@@H]4[C@@H](CC/C=C/C(=O)OC)C)C)C)C methyl (2E,6R)-6-[(1R,3aR,5aR,7S,9aS,11aR)-7-acetyloxy-3a,6,6,9a,11a-pentamethyl-2,3,3a,4,5,5a,6,7,8,9,9a,10,11,11a-tetradecahydro-1H-cyclopenta[1,2-a]phenanthren-1-yl]hept-2-enoate